BrC1=CC(=NC=C1Cl)C 4-bromo-5-chloro-2-methyl-pyridine